4,4'-dihydroxybenzophenone bis(chloroformate) ClC(=O)O.ClC(=O)O.OC1=CC=C(C(=O)C2=CC=C(C=C2)O)C=C1